NC1(CN(CC1)C1=C(C(=C(C(=C1Cl)Cl)Cl)Br)CN1C2=NC=NC(=C2N=C1)N)C(=O)NC1CC1 3-amino-1-(2-((6-amino-9H-purin-9-yl)methyl)-3-bromo-4,5,6-trichlorophenyl)-N-cyclopropylpyrrolidine-3-carboxamide